5-(4-Methyl-piperazin-1-ylmethyl)-furan-2-carboxylic acid (8-{5-[(tetrahydro-pyran-4-ylmethyl)-amino]-pyridin-2-yl}-2,3-dihydro-benzo[1,4]dioxin-2-ylmethyl)-amide O1CCC(CC1)CNC=1C=CC(=NC1)C1=CC=CC2=C1OC(CO2)CNC(=O)C=2OC(=CC2)CN2CCN(CC2)C